4,4,5,5-tetramethyl-2-vinyl-1,3,2-dioxaborolan CC1(OB(OC1(C)C)C=C)C